NC=1C(N(C2=C(N1)SC(=C2)C=O)C2=CC1=C(OCCN1C1=CC=CC=C1)C=C2)=O 3-amino-2-oxo-1-(4-phenyl-3,4-dihydro-2H-benzo[b][1,4]oxazin-6-yl)-1,2-dihydrothieno[2,3-b]pyrazine-6-carbaldehyde